1-(tert-butyl)-5-((2-methoxypyridin-4-yl)amino)-3-(4-nitrophenyl)-1H-pyrazole-4-carbonitrile C(C)(C)(C)N1N=C(C(=C1NC1=CC(=NC=C1)OC)C#N)C1=CC=C(C=C1)[N+](=O)[O-]